1-(2-(3-cyclopentyl-4-methoxyphenyl)-2-oxoethyl)-2,6-dimethylpyridin-4(1H)-one C1(CCCC1)C=1C=C(C=CC1OC)C(CN1C(=CC(C=C1C)=O)C)=O